NC1=CC(=NN1CCC(C)(O)C)C 4-(5-amino-3-methyl-pyrazol-1-yl)-2-methyl-butan-2-ol